2-[(2,6-difluoro-4-pyridyl)amino]-N-[(1R)-2,2-dimethylcyclobutyl]-5-methyl-thiazole-4-carboxamide FC1=NC(=CC(=C1)NC=1SC(=C(N1)C(=O)N[C@H]1C(CC1)(C)C)C)F